(S)-[(2s,4s,5R)-5-ethyl-1-azabicyclo[2.2.2]octan-2-yl]-(6-methoxyquinolin-4-yl)methanamine C(C)[C@@H]1[C@@H]2C[C@H](N(C1)CC2)[C@@H](N)C2=CC=NC1=CC=C(C=C21)OC